N-{[3-(4-{[(3R,4R)-3-fluorooxan-4-yl]amino}-1-(2,2,2-trifluoroethyl)-1H-indol-2-yl)-1,2,4-oxadiazol-5-yl]methyl}-5-(1-methoxy-2-methylpropan-2-yl)thiophene-3-carboxamide F[C@H]1COCC[C@H]1NC1=C2C=C(N(C2=CC=C1)CC(F)(F)F)C1=NOC(=N1)CNC(=O)C1=CSC(=C1)C(COC)(C)C